4-[2-(4-chloro-3-fluorophenoxy)acetamido]-N-[(5,6-difluoro-1H-benzimidazol-2-yl)methyl]bicyclo[2.2.2]octane-1-carboxamide ClC1=C(C=C(OCC(=O)NC23CCC(CC2)(CC3)C(=O)NCC3=NC2=C(N3)C=C(C(=C2)F)F)C=C1)F